(2-fluoro-5-(2-(5-((2-methyl-6-morpholinylpyrimidin-4-yl)amino)-1H-pyrazol-3-yl)ethyl)phenyl)-3-(trifluoromethyl)benzamide FC1=C(C=C(C=C1)CCC1=NNC(=C1)NC1=NC(=NC(=C1)N1CCOCC1)C)C1=C(C(=O)N)C=CC=C1C(F)(F)F